2-(((1R)-1-(2-(9,9-difluoro-3-azabicyclo[3.3.1]nonan-3-yl)-3,7-dimethyl-4-oxo-4H-pyrido[1,2-a]pyrimidin-9-yl)ethyl)amino)benzoic acid FC1(C2CN(CC1CCC2)C=2N=C1N(C(C2C)=O)C=C(C=C1[C@@H](C)NC1=C(C(=O)O)C=CC=C1)C)F